N,N-diisopropanylethylamine C(C)(C)N(C(C)C)CC